Racemic-N-(1-(6,7-difluoro-4-oxo-3,4-dihydrophthalazin-1-yl)ethyl)-4,5-difluoro-N-methyl-1H-indole-2-carboxamide FC=1C=C2C(NN=C(C2=CC1F)[C@@H](C)N(C(=O)C=1NC2=CC=C(C(=C2C1)F)F)C)=O |r|